5,21-dioxo-8,11,14,17-tetraoxa-4,20-diazatetracosanoic acid O=C(NCCC(=O)O)CCOCCOCCOCCOCCNC(CCC)=O